3-(1-(4-bromophenyl)-2-fluoro-3-methylcyclopropyl)propanoic acid BrC1=CC=C(C=C1)C1(C(C1C)F)CCC(=O)O